3-chloro-5-(1-(1-methylpiperidin-4-yl)-1H-pyrazol-4-yl)pyridin-2-amine ClC=1C(=NC=C(C1)C=1C=NN(C1)C1CCN(CC1)C)N